N-iso-Pentyl-2-methoxy-4-(4-methylpiperazin-1-yl)-1H-benzo[d]imidazole-1-carboxamide C(CC(C)C)NC(=O)N1C(=NC2=C1C=CC=C2N2CCN(CC2)C)OC